ClC1=CC=C2C(=CNC2=C1C1=NC=CC=N1)S(=O)(=O)Cl 6-chloro-7-(2-pyrimidinyl)-1H-indole-3-sulfonyl chloride